4-Fluoro-N-[(2S)-5-[[(1R,2S)-2-(4-fluorophenyl)cyclopropyl]amino]-1-oxo-1-[4-(propan-2-yl)piperazin-1-yl]pentan-2-yl]benzamide FC1=CC=C(C(=O)N[C@H](C(N2CCN(CC2)C(C)C)=O)CCCN[C@H]2[C@@H](C2)C2=CC=C(C=C2)F)C=C1